carbon glucaric acid O=C([C@H](O)[C@@H](O)[C@H](O)[C@H](O)C(=O)O)O.[C]